N-cyclohexyl-11-oxo-2-phenyl-11H-pyrido[2,1-b]quinazoline-6-carboxamide C1(CCCCC1)NC(=O)C1=CC=CN2C1=NC1=CC=C(C=C1C2=O)C2=CC=CC=C2